(R)-2-(6-(2-(4-chloro-3-(trifluoromethyl)benzyl)-2H-tetrazol-5-yl)pyridin-2-yl)-2-hydroxy-propane-1-sulfonamide ClC1=C(C=C(CN2N=C(N=N2)C2=CC=CC(=N2)[C@@](CS(=O)(=O)N)(C)O)C=C1)C(F)(F)F